N1=CC(=CC2=CC=CC=C12)[C@H](CC(=O)O)NC(=O)C1CC(C1)CCC1=NC=2NCCCC2C=C1 (S)-3-(quinolin-3-yl)-3-((1S,3S)-3-(2-(5,6,7,8-tetrahydro-1,8-naphthyridin-2-yl)ethyl)cyclobutanecarboxamido)propionic acid